2-(2-Naphthylthio)benzaldehyde C1=C(C=CC2=CC=CC=C12)SC1=C(C=O)C=CC=C1